C(C)(=O)O[C@@H]1[C@H](O[C@@H]([C@@H]([C@H]1OC(C)=O)OC(C)=O)Br)COC(C)=O (2R,3R,4S,5R,6R)-2-(acetoxymethyl)-6-bromotetrahydro-2H-pyran-3,4,5-triyl triacetate